lauryl sulfate (laurate) C(CCCCCCCCCCC)(=O)O.S(=O)(=O)(OCCCCCCCCCCCC)O